ClC1=C(C=C(C=C1)NC([C@H](CCNC(OC(C)(C)C)=O)NC(=O)[C@H]1N(CC2=CC=CC=C2C1)C(CCC(=O)N1C[C@H](O[C@H](C1)C)C)=O)=O)C tert-butyl ((S)-4-((4-chloro-3-methylphenyl)amino)-3-((S)-2-(4-((2R,6S)-2,6-dimethylmorpholino)-4-oxobutanoyl)-1,2,3,4-tetrahydroisoquinoline-3-carboxamido)-4-oxobutyl)carbamate